ethyl 1-((5-ethyl-[1,1'-biphenyl]-2-yl)sulfonyl)-4-fluoropiperidine-4-carboxylate C(C)C=1C=CC(=C(C1)C1=CC=CC=C1)S(=O)(=O)N1CCC(CC1)(C(=O)OCC)F